(E)-N'-(4-cyano-1H-imidazol-5-yl)-N,N-dimethylformimidamide C(#N)C=1N=CNC1/N=C/N(C)C